2-(3-(1-Methyl-1H-indazol-4-yl)phenyl)-4-hydroxypyridine CN1N=CC2=C(C=CC=C12)C=1C=C(C=CC1)C1=NC=CC(=C1)O